1-amino-3,5-dibromopyrazin-1-ium N[N+]1=CC(=NC(=C1)Br)Br